1,4-dibromo-2,3,5,6,7,8-hexafluorocubane BrC12C3(C4(C5(C3(C1(C5(C24F)F)F)F)Br)F)F